1-cyanophenyl-3,5-dimethylbenzene C(#N)C1(CC=CC=C1)C1=CC(=CC(=C1)C)C